N-(4-chlorophenyl)-[1,1':3',1''-terphenyl]-2'-amine ClC1=CC=C(C=C1)NC1=C(C=CC=C1C1=CC=CC=C1)C1=CC=CC=C1